C(C)(C)(C)[Si](OC1=CC=C(C=C1)OB(O)O)(C)C 4-(tert-butyl-dimethyl-siloxy)phenyl-boric acid